tert-butyl (3'-(5-bromo-4-methoxypicolinamido)-2,2'-dimethyl-[1,1'-biphenyl]-3-yl)carbamate BrC=1C(=CC(=NC1)C(=O)NC=1C(=C(C=CC1)C1=C(C(=CC=C1)NC(OC(C)(C)C)=O)C)C)OC